CC1=C(C=NC(=C1)C=1OC(=CN1)CN1C[C@@H](N[C@@H](C1)C=1C(=C2COC(C2=CC1)=O)C)C)C#N 4-methyl-6-(5-(((3s,5r)-3-methyl-5-(4-methyl-1-oxo-1,3-dihydroisobenzofuran-5-yl)piperazin-1-yl)methyl)oxazol-2-yl)pyridine-3-carbonitrile